C1(CCC1)N1C(C(N(C=C1)CC=1C=NC(=NC1)C1=CC=CC=C1)=O)=O 1-cyclobutyl-4-((2-phenylpyrimidin-5-yl)methyl)-1,4-dihydropyrazine-2,3-dione